C(#N)C=1C=C2C(=C(C=NC2=CC1)NC(CN1N=CC(=N1)C)=O)NC1CN(CC1(F)F)C N-{6-cyano-4-[(4,4-difluoro-1-methylpyrrolidin-3-yl)amino]quinolin-3-yl}-2-(4-methyl-2H-1,2,3-triazol-2-yl)acetamide